C(C)(C)(C)OC(=O)NCCN N-(t-butyloxycarbonyl)-1,2-diaminoethane